CN1C(C2=CC=C(C=C2C1)OC1=C2CCC(C2=CC=C1[N+](=O)[O-])OP(=O)(NCCBr)NCCBr)=O bis((2-bromoethyl)amino)phosphinic acid 4-[(2-methyl-1-oxo-3H-isoindol-5-yl) oxy]-5-nitro-2,3-dihydro-1H-inden-1-yl ester